1,3-dimethyl-imidazole hydroxide [OH-].CN1CN(C=C1)C